4-bromomethyl-5H-furan-2-one BrCC1=CC(OC1)=O